P(O)(=O)(OP(=O)(O)OP(=O)(O)O)OC[C@@H]1[C@H]([C@H]([C@@H](O1)N1C(=O)N=C(N)C=C1)N=[N+]=[N-])O 2'-azido-2'-deoxycytidine-5'-triphosphate